C1(=CC=CC2=CC=CC=C12)OC1C2C3C4C=CC(C3C(C1)C2)C4 8-naphthyloxy-tetracyclo[4.4.0.12,5.17,10]-3-dodecene